7-Methyloctyl 7-methyloctanoate CC(CCCCCC(=O)OCCCCCCC(C)C)C